(S)-4-(5-(3-((2-(3-carboxypropanoyl)-4-fluoro-6-methoxybenzo[b]thiophen-5-yl)oxy)propoxy)-6-methoxythieno[3,2-b]pyridin-2-yl)-2-methyl-4-oxobutanoic acid C(=O)(O)CCC(=O)C1=CC2=C(S1)C=C(C(=C2F)OCCCOC2=C(C=C1C(=N2)C=C(S1)C(C[C@@H](C(=O)O)C)=O)OC)OC